4-(5-(8-(dimethylamino)-2-oxo-8-phenyl-1,3-diazaspiro[4.5]decan-3-yl)pyrimidin-2-yl)indolin-2-one CN(C1(CCC2(CN(C(N2)=O)C=2C=NC(=NC2)C2=C3CC(NC3=CC=C2)=O)CC1)C1=CC=CC=C1)C